N1(N=NN=C1)C[C@H](C)OC=1C=C(C=CC1Cl)C=1C=NC(=NC1)NC=1C(=NN(C1)C1CCC(CC1)N1CCOCC1)OCCOC 5-(3-(((S)-1-(1H-tetrazol-1-yl)propan-2-yl)oxy)-4-chlorophenyl)-N-(3-(2-methoxyethoxy)-1-((1r,4r)-4-morpholinocyclohexyl)-1H-pyrazol-4-yl)pyrimidin-2-amine